ClC1=C(C=C(OCC(=O)NC23CC(C2)(C3)NC3=NC=CC(=N3)C3=CC=CC=C3)C=C1)F 2-(4-chloro-3-fluorophenoxy)-N-{3-[(4-phenylpyrimidin-2-yl)amino]bicyclo[1.1.1]pentan-1-yl}acetamide